6-Chloro-N-ethyl-4-((2-methoxy-3-(1-methyl-1H-pyrazol-4-yl)phenyl)amino)nicotinamide ClC1=NC=C(C(=O)NCC)C(=C1)NC1=C(C(=CC=C1)C=1C=NN(C1)C)OC